O=CCCC1=NC=CC(=C1)N1C2CN(CC1CC2)C(=O)OC(C)(C)C tert-butyl 8-[2-(3-oxopropyl) pyridin-4-yl]-3,8-diazabicyclo[3.2.1]octane-3-carboxylate